6-methoxy-5-(4-methylpiperazin-1-yl)quinazolin-4-amine COC=1C(=C2C(=NC=NC2=CC1)N)N1CCN(CC1)C